3-vinyl-1-(1-methylethyl)-1H-imidazolium bromide [Br-].C(=C)[N+]1=CN(C=C1)C(C)C